2-O-acetyl-6-deoxy-β-D-mannose C(C)(=O)O[C@@H]1[C@H](O)O[C@@H]([C@H]([C@@H]1O)O)C